ClC1=CC(=C(C=C1)N1C=CC=2C1=CN=CC2CC2=C(C(=NC=C2)NS(NC)(=O)=O)F)F 4-[[1-(4-chloro-2-fluoro-phenyl)pyrrolo[2,3-c]pyridin-4-yl]methyl]-3-fluoro-N-(methylsulfamoyl)pyridin-2-amine